4-[(4-bromobenzyl)oxy]tetrahydro-2H-pyran BrC1=CC=C(COC2CCOCC2)C=C1